COC1=CC=C(C=C1)C1=NOC(=N1)N1CCC(CC1)C(=O)NCC1CN(CC1)CC1=NC=CC=C1C 1-(3-(4-Methoxyphenyl)-1,2,4-oxadiazol-5-yl)-N-((1-((3-Methylpyridin-2-yl)methyl)pyrrolidin-3-yl)methyl)piperidin-4-carboxamid